FC=1C=C(C=CC1F)S(=O)(=O)N1C[C@]2(CC3=C(C=C2CC1)N(N=C3)C3=CC=C(C=C3)F)C(=O)C3=CC(=NC=C3)N3CCCC3 (R)-(6-((3,4-difluorophenyl)sulfonyl)-1-(4-fluorophenyl)-4,4a,5,6,7,8-hexahydro-1H-pyrazolo[3,4-g]isoquinolin-4a-yl)(2-(pyrrolidin-1-yl)pyridin-4-yl)methanone